NC1=NC=NN2C1=C(C=C2C=2C=CC(N(C2)[C@@H]2CN(C[C@@H]2F)S(=O)(=O)C2=CC=CC1=CC=CC=C21)OC)C(F)(F)F 5-[4-amino-5-(trifluoromethyl)pyrrolo[2,1-f][1,2,4]triazin-7-yl]-N-[(3R,4S)-4-fluoro-1-(naphthalene-1-sulfonyl)pyrrolidin-3-yl]-2-methoxypyridine